N-{3-methyl-4-[(1-methyl-1,3-benzodiazol-5-yl)methyl]phenyl}-6-(piperazin-1-yl)pyrido[3,4-d]pyrimidin-4-amine CC=1C=C(C=CC1CC1=CC2=C(N(C=N2)C)C=C1)NC=1C2=C(N=CN1)C=NC(=C2)N2CCNCC2